(E)-6-(4-fluorophenylvinyl)-2-hydroxy-3-(3-methylbut-2-en-1-yl)-4-(4,4,4-trifluorobutoxy)benzoic acid FC1=CC=C(C=C1)/C=C/C1=CC(=C(C(=C1C(=O)O)O)CC=C(C)C)OCCCC(F)(F)F